COC(C(SC1=CC=C(C=C1)C1=NC(=NC(=N1)C(Cl)(Cl)Cl)C(Cl)(Cl)Cl)CC1=CC=CC=C1)=O Benzyl-2-{4-[2,4-bis(trichloromethyl)-s-triazin-6-yl]phenylthio}acetic acid methyl ester